OCC1CC(OC1)=O 4-(hydroxymethyl)dihydrofuran-2(3H)-one